CC1(CN(C=2N(C1)N=CC2)C2=CC=C(C=C2)C(F)(F)F)CN (6-methyl-4-(4-(trifluoromethyl)phenyl)-4,5,6,7-tetrahydropyrazolo[1,5-a]pyrimidin-6-yl)methylamine